N-(2-(4-Cyanothiazolidin-3-yl)-2-oxoethyl)-6-(3,3,3-trifluoropropyl)quinoline-4-carboxamide C(#N)C1N(CSC1)C(CNC(=O)C1=CC=NC2=CC=C(C=C12)CCC(F)(F)F)=O